[I-].CN(C1=CC=C(C=C1)/C=C/C=C/C1=CC=[N+](C=C1)C)C 4-((1E,3E)-4-(4-(dimethylamino)phenyl)butan-1,3-dien-1-yl)-1-methylpyridin-1-ium iodide